[C@H]12CC(C[C@H](CC1)N2)OC2=CC=C(N=N2)C2=C(C=C(C=C2)C2=CC(N(C=C2)C)=O)O 4-(4-(6-(((1r,3s,5s)-8-azabicyclo[3.2.1]oct-3-yl)oxy)pyridazin-3-yl)-3-hydroxyphenyl)-1-methylpyridin-2(1H)-one